1-methyl-adenosine CN1C(C=2N=CN([C@H]3[C@H](O)[C@H](O)[C@@H](CO)O3)C2N=C1)=N